ClC1=CC=2N(ONOC2C(=N1)OCC1[C@H]2CC[C@@H](CN1)N2C(=O)OC(C)(C)C)CC2=C(C=C(C=C2)OC)OC tert-butyl (1R,5S)-2-(((7-chloro-1-(2,4-dimethoxybenzyl)-2,4-dioxa-1,2,3,4-tetrahydropyrido[4,3-d]pyrimidin-5-yl)oxy)methyl)-3,8-diazabicyclo[3.2.1]octane-8-carboxylate